N-(4-fluorophenyl)-3,5-dinitropyrazole FC1=CC=C(C=C1)N1N=C(C=C1[N+](=O)[O-])[N+](=O)[O-]